CN(S(OCC(=O)NC=1SC(=C(N1)C)CCC1=CC=CC=C1)(=O)=O)C 2-((4-methyl-5-phenethylthiazol-2-yl)amino)-2-oxoethyl dimethylsulfamate